CN1CCN(CC1)C1=CC=C(C=C1)C=1C=C2C(=NC1)NN=C2C2=CC=C(C=C2)CCC 5-(4-(4-Methylpiperazin-1-yl)phenyl)-3-(4-propylphenyl)-1H-pyrazolo[3,4-b]pyridine